8-bromo-3-cyclopropyl-6,7-difluoro-2-(tetrahydro-2H-pyran-4-yl)quinazolin-4(3H)-one BrC=1C(=C(C=C2C(N(C(=NC12)C1CCOCC1)C1CC1)=O)F)F